F[P-](F)(F)(F)(F)F.C1(=CC=CC=C1)[S+](C1=CC(=CC=C1)SC1=CC=CC=C1)C1=CC=CC=C1 diphenyl-[3-(phenylthio)phenyl]sulfonium hexafluorophosphate